C(C)NC1=C(C=CC=C1)NCCNC1=CC(=C(C=C1)C)C N-(2-ethylaminophenyl)-N'-(3,4-dimethylphenyl)-1,2-ethylenediamine